C(C)SC=1C=C(C=C(C1[N+](=O)[O-])C)N1C(C2=CC=C(C=C2CC1)F)[2H] 2-(3-(ethylsulfanyl)-5-methyl-4-nitrophenyl)-6-fluoro-1,2,3,4-tetrahydroisoquinoline-d